methyl (E)-3-(2,2-dimethylbenzo[d][1,3]dioxol-5-yl)acrylate CC1(OC2=C(O1)C=CC(=C2)/C=C/C(=O)OC)C